3-methyl-N-[4-(trifluoromethoxy)phenyl]pyrazole-4-carboxamide CC1=NNC=C1C(=O)NC1=CC=C(C=C1)OC(F)(F)F